Methyl 4-iodo-3-phenylisothiazole-5-carboxylate IC=1C(=NSC1C(=O)OC)C1=CC=CC=C1